O1C(CCCC1)OC1=C(C=C(C=C1)C(C)(CC(C)(C)C)C)N1C2=CC(=CC=C2C=2C=CC(=CC12)[Si](CC(C)C)(CC(C)C)CC(C)C)[Si](CC(C)C)(CC(C)C)CC(C)C 9-(2-((tetrahydro-2H-pyran-2-yl)oxy)-5-(2,4,4-trimethylpentan-2-yl)phenyl)-2,7-bis(triisobutylsilyl)-9H-carbazole